(E)-1-(4-Hydroxyphenyl)-3-[3-(4-nitrophenoxy)phenyl]prop-2-en-1-one OC1=CC=C(C=C1)C(\C=C\C1=CC(=CC=C1)OC1=CC=C(C=C1)[N+](=O)[O-])=O